Ethyl 2-((2,4-difluorophenyl)amino)-4-((5-ethyl-1-methyl-4-oxo-4,5-dihydro-1H-pyrrolo[3,2-e]pyridin-3-yl)amino)pyrimidine-5-carboxylate FC1=C(C=CC(=C1)F)NC1=NC=C(C(=N1)NC1=CN(C2=C1C(C(C=N2)CC)=O)C)C(=O)OCC